C(C)(=O)NC1=CC(=C(C=N1)C(=O)NC1=C(C=C(C(=C1)C=1C=NC(=NC1)N1CCOCC1)F)N1C[C@H](N([C@H](C1)C)C)C)C(F)(F)F 6-acetylamino-N-[4-fluoro-5-(2-morpholin-4-ylpyrimidin-5-yl)-2-[(3R,5S)-3,4,5-trimethylpiperazin-1-yl]phenyl]-4-(trifluoromethyl)pyridine-3-carboxamide